m-xylylene-bismaleimide C1(=CC(=CC=C1)CC=1C(=O)NC(C1)=O)CC=1C(=O)NC(C1)=O